4-octadecylaminopiperidine C(CCCCCCCCCCCCCCCCC)NC1CCNCC1